ClC1=NC2=CC=C(C=C2C(=N1)C(COC1OCCCC1)(C1=CC=CC=C1)OC)C=1C=C(C(N(C1)C)=O)C 5-(2-chloro-4-(1-methoxy-1-phenyl-2-((tetrahydro-2H-pyran-2-yl)oxy)ethyl)quinazolin-6-yl)-1,3-dimethylpyridine-2(1H)-one